OC1=C(C(=CC(=C1)C(F)(F)F)C)C1=CC=C(N=N1)N1CC[C@H]2[C@@H]1CN(CC2)C(=O)OC(C)(C)C tert-butyl (3aR,7aR)-1-[6-[2-hydroxy-6-methyl-4-(trifluoromethyl)phenyl]pyridazin-3-yl]-3,3a,4,5,7,7a-hexahydro-2H-pyrrolo[2,3-c]pyridine-6-carboxylate